4-(1-(3-fluoro-4-nitrobenzyl)-1H-imidazo[4,5-b]pyridin-6-yl)-3,5-dimethylisoxazole FC=1C=C(CN2C=NC3=NC=C(C=C32)C=3C(=NOC3C)C)C=CC1[N+](=O)[O-]